4-(5-((2-chlorophenyl)amino)-1H-pyrazolo[3,4-b]pyridin-1-yl)-N-(1-methyl-1H-imidazol-4-yl)thiophene-2-carboxamide ClC1=C(C=CC=C1)NC=1C=C2C(=NC1)N(N=C2)C=2C=C(SC2)C(=O)NC=2N=CN(C2)C